ClC1=CC(=C(COC2=NC=CC(=N2)N2CC3=C(C2)CN(C3)CC3=NC2=C(N3C[C@H]3OCC3)C=C(C=C2)C(=O)O)C=C1)F (S)-2-((5-(2-((4-chloro-2-fluorobenzyl)oxy)pyrimidin-4-yl)-3,4,5,6-tetrahydropyrrolo[3,4-c]pyrrol-2(1H)-yl)methyl)-1-(oxetan-2-ylmethyl)-1H-benzo[d]imidazole-6-carboxylic acid